C(CCCCCCCCCCCC)C1(CC1)CCCCO 4-(1-tridecylcyclopropyl)butan-1-ol